7-methyl-4-(3-(pyrimidin-2-ylthio)phenyl)-8-(trifluoromethyl)-1H-benzo[b][1,4]diazepin-2(3H)-one CC1=CC2=C(NC(CC(=N2)C2=CC(=CC=C2)SC2=NC=CC=N2)=O)C=C1C(F)(F)F